N-(4-methyl-3-(2-((2-methylpyridin-4-yl)amino)-8,9-dihydroimidazo[1',2':1,6]pyrido[2,3-d]pyrimidin-6-yl)phenyl)-4-(trifluoromethyl)picolinamide CC1=C(C=C(C=C1)NC(C1=NC=CC(=C1)C(F)(F)F)=O)C1=CC2=C(N=C(N=C2)NC2=CC(=NC=C2)C)N2C1=NCC2